10-(1-bromoethyl)-8-methyl-3-vinyl-4,5-dihydro-3H,6H-2,2a,5a-triazaaceanthrylen-6-one BrC(C)C=1C=C(C=C2C(N3CCC(N4N=CC(C12)=C43)C=C)=O)C